3-(5-(4-(((2-methyltetrahydro-2H-pyran-4-yl)amino)methyl)pyridin-2-yl)-1-oxoisoindolin-2-yl)piperidine-2,6-dione CC1OCCC(C1)NCC1=CC(=NC=C1)C=1C=C2CN(C(C2=CC1)=O)C1C(NC(CC1)=O)=O